(S)-1-((5-chloro-3-fluoro-1-methyl-2-oxo-1,2-dihydropyridin-4-yl)methyl)-3,4-dimethyl-2-oxo-N-(2,4,6-trifluorobenzyl)-1,2,3,4-tetrahydroquinazoline-7-carboxamide ClC=1C(=C(C(N(C1)C)=O)F)CN1C(N([C@H](C2=CC=C(C=C12)C(=O)NCC1=C(C=C(C=C1F)F)F)C)C)=O